C(C)(C)(C)OC(NCC1=CC=C(C=C1)COC1CCC(CC1)N1C(=CC=C1C)C)=O (4-((((1r,4r)-4-(2,5-dimethyl-1H-pyrrol-1-yl)cyclohexyl)oxy)methyl)benzyl)carbamic acid tert-butyl ester